C(CCCCCCC)[C@](N(C(CCCCCCCCCCC)=O)CCCCCCCCCCCC)(CCC(=O)O)C(=O)O octyl-dodecyl-lauroyl-glutamic acid